4-((2-((1H-pyrazol-3-yl)methyl)-4-methyl-5-oxo-4H-thiazolo[5',4':4,5]pyrrolo[2,3-d]pyridazin-6(5H)-yl)methyl)thiazole-5-carbonitrile N1N=C(C=C1)CC=1SC2=C(N(C=3C(N(N=CC32)CC=3N=CSC3C#N)=O)C)N1